CC1=NC(=CC(=N1)C1(CC=2C(=CN=C(C2C=N1)NC)C=1OC2=C(N1)C=C(C=C2)N2CCOCC2)N)C 6-(2,6-dimethylpyrimidin-4-yl)-N1-methyl-4-(5-morpholinylbenzo[d]oxazol-2-yl)-2,7-naphthyridine-1,6-diamine